FC1(CCC2=CC(=CC=C12)B1OC(C(O1)(C)C)(C)C)F 2-(1,1-difluoro-5-indanyl)-4,4,5,5-tetramethyl-1,3,2-dioxaborolane